C(C)(C)(C)C1=CC=C(C=C1)NC(C(C1=CC=C(C=C1)OC)NC(=O)C1CC(NCC1)=O)=O N-(2-((4-tert-butylphenyl)amino)-1-(4-methoxyphenyl)-2-oxoethyl)-2-oxopiperidine-4-carboxamide